C1C=C1 cycloprop-2-en